N-2-Bromoisobutyryl-β-alanine t-butyl ester C(C)(C)(C)OC(CCNC(C(C)(C)Br)=O)=O